C(=O)(OC(=O)C(=C)C)C(O)C(O)C(=O)[O-] methacryl tartrate